FC=1C(=NC=CC1)C(C)(C)OC1OCCCC1 3-fluoro-2-(2-((tetrahydro-2H-pyran-2-yl)oxy)propan-2-yl)pyridine